COC1=C(C=C(C=N1)C1=CC=C2C(=NNC2=C1)C(=O)NC)C(NC1CC(CCC1)C(=O)N1CCOCC1)=O 6-(6-methoxy-5-{[3-(morpholine-4-carbonyl)cyclohexyl]carbamoyl}pyridin-3-yl)-N-methyl-1H-indazole-3-carboxamide